4,7-bis(4-tert-butylphenyl)-2-isobutyl-1H-benzotriazole C(C)(C)(C)C1=CC=C(C=C1)C1=CC=C(C=2NN(NC21)CC(C)C)C2=CC=C(C=C2)C(C)(C)C